FC=1C=CC(=NC1)C(CO)OC 2-(5-Fluoro-2-pyridinyl)-2-methoxy-ethanol